1-amino-5-[tert-butyl-(dimethyl)silyl]oxypentane-2-ol NCC(CCCO[Si](C)(C)C(C)(C)C)O